(1R,3s)-1-methyl-3-((S)-4-methyl-3-((R)-1,1,1-trifluoro-2-hydroxypropane-2-yl)-4,5-dihydro-6H-isoxazolo[5,4-e]indazol-6-yl)cyclobutane-1-carbonitrile CC1(CC(C1)N1N=CC=2C3=C([C@H](CC12)C)C(=NO3)[C@@](C(F)(F)F)(C)O)C#N